FC=1C(=CC2=C(N=C(O2)C)C1)COC1=CC=CC(=N1)C1CCN(CC1)CC1=NC=2C(=NC(=CC2)C(=O)[O-])N1C[C@H]1OCC1 (S)-2-((4-(6-((5-fluoro-2-methylbenzo[d]oxazol-6-yl)methoxy)pyridine-2-yl)piperidin-1-yl)methyl)-3-(oxetan-2-ylmethyl)-3H-imidazo[4,5-b]pyridine-5-carboxylate